C2-methyl-4-(pyridazin-3-yloxy)aniline CC1=C(N)C=CC(=C1)OC=1N=NC=CC1